4-amino-7-chloro-1,3-dihydrofuro[3,4-c][1,8]naphthyridine-8-carboxylic acid NC1=NC=2N=C(C(=CC2C2=C1COC2)C(=O)O)Cl